OCC1(CC1)CNC=1C=C(C(=O)[O-])C=CC1[N+](=O)[O-] 3-(((1-(hydroxymethyl)cyclopropyl)methyl)amino)-4-nitrobenzoate